OCCCC1=NC=CC(=C1)N1C2CN(CC1CC2)C(=O)OC(C)(C)C tert-butyl 8-[2-(3-hydroxypropyl)pyridin-4-yl]-3,8-diazabicyclo[3.2.1]octane-3-carboxylate